(3S,4R)-4-({5-fluoro-7-[(2S)-1,1,1-trifluoropropan-2-yl]pyrrolo[2,1-f][1,2,4]triazin-2-yl}amino)oxan-3-ol FC=1C=C(N2N=C(N=CC21)N[C@H]2[C@@H](COCC2)O)[C@@H](C(F)(F)F)C